tert-butyl (trans)-4-(2-(N-(2-cyclopropyl-4-iodo-5-methylphenyl)but-2-ynamido)-7-oxo-5,7-dihydro-6H-pyrrolo[3,4-b]pyridin-6-yl)cyclohexane-1-carboxylate C1(CC1)C1=C(C=C(C(=C1)I)C)N(C(C#CC)=O)C1=CC=C2C(=N1)C(N(C2)[C@@H]2CC[C@H](CC2)C(=O)OC(C)(C)C)=O